ethyl 2-(naphthalen-2-ylmethyl)-4-((3-(piperidin-1-yl)propyl)amino)-9H-pyrido[2',3':4,5]pyrrolo[2,3-d]pyrimidine-7-carboxylate C1=C(C=CC2=CC=CC=C12)CC=1N=C(C2=C(N1)NC1=C2N=CC(=C1)C(=O)OCC)NCCCN1CCCCC1